C1OC[C@H](C2=C1C=CC=C2)N[S@](=O)C(C)(C)C (R)-N-[(4S)-3,4-dihydro-1H-2-benzopyran-4-yl]-2-methylpropane-2-sulfinamide